ClC=1C=CC=2N(C(C(=C(N2)C2=CC=CC=C2)OC(C2=CC=CC=C2)=O)=O)C1 7-chloro-2-phenyl-3-benzoyloxy-4H-pyrido[1,2-a]pyrimidin-4-one